FC1=CC(=C(C=C1)NC1=C(C(=O)O)C=C(C=N1)C(F)(F)F)C(C)C 2-((4-fluoro-2-isopropylphenyl)-amino)-5-(trifluoromethyl)nicotinic acid